ClC1=C(C=CC(=C1)Cl)C1=NN(C(=C1)O)C1=NC(=C(N=C1C)C)C (2,4-dichlorophenyl)-1-(3,5,6-trimethylpyrazin-2-yl)-1H-pyrazol-5-ol